FC=1C(=CC(=NC1C1=CC=C(C=C1)F)C1(OCCO1)CC1=C(N=NC2=C(C=C(C=C12)C(=O)N)OC)C)C(C)(C)O ((2-(5-fluoro-6-(4-fluorophenyl)-4-(2-hydroxypropan-2-yl)pyridin-2-yl)-1,3-dioxolan-2-yl)methyl)-8-methoxy-3-methylcinnoline-6-carboxamide